N-(6-(1-cyclopropylpiperidine-4-carbonyl)pyridin-2-yl)-4-chlorobenzamide C1(CC1)N1CCC(CC1)C(=O)C1=CC=CC(=N1)NC(C1=CC=C(C=C1)Cl)=O